Cl.NCC=1C=2C=CC(=CC2CCC1)N(C1=CC=CC=C1)C 5-(aminomethyl)-N-methyl-N-phenyl-7,8-dihydronaphthalen-2-amine, hydrochloride